3,9-bis[1,1-dimethyl-2-[3-(3-t-butyl-4-hydroxy-5-methylphenyl)propionyloxy]ethyl]-2,4,8,10-tetraoxaspiro[5.5]undecane CC(COC(CCC1=CC(=C(C(=C1)C)O)C(C)(C)C)=O)(C)C1OCC2(CO1)COC(OC2)C(COC(CCC2=CC(=C(C(=C2)C)O)C(C)(C)C)=O)(C)C